C1(C(C(C(C=C1)C(=O)[O-])C(=O)[O-])C(=O)[O-])C(=O)[O-] 5-cyclohexene-1,2,3,4-tetracarboxylate